C(C)(C)(C)OC(=O)N1[C@@H](CCCC1)COC1=CC=CC=2OC(OC(C21)=O)(C)C (2S)-2-[[(2,2-dimethyl-4-oxo-2,4-dihydro-1,3-benzodioxin-5-yl)oxy]methyl]piperidine-1-carboxylic acid tert-butyl ester